OC(COC1=CC=C(C(/C=C/C2=CC=CC=C2)=O)C=C1)CN1CCN(CC1)C1=CC=CC=C1 4'-[2-Hydroxy-3-(4-phenylpiperazino)propoxy]chalcone